C(\C=C(/C)\CCC[C@H](C)CCC[C@H](C)CCCC(C)C)C1=CC=CC=C1 phytyl-benzene